1-(1-(3,3-difluorocyclobutyl)ethyl)-3-(1,1-difluoroethyl)-4-methyl-1H-pyrazole-5-carboxylic acid FC1(CC(C1)C(C)N1N=C(C(=C1C(=O)O)C)C(C)(F)F)F